3-(3-(3-((tert-butyldimethylsilyl)oxy)propoxy)-4-nitro-1H-pyrazol-1-yl)2,5-dimethylpyridine [Si](C)(C)(C(C)(C)C)OCCCOC1=NN(C=C1[N+](=O)[O-])C=1C(=NC=C(C1)C)C